C1=CC=C(C=C1)CN(C(=N)N)F fluorobenzylguanidine